FC1=CC=C(C=C1)C=1N=C(SC1)\C=C\C1=CC(=CC=C1)Br (E)-4-(4-fluorophenyl)-2-m-bromophenylvinylthiazole